C(C)OC(CN1C(C(CC(C1=O)NC(=O)OC(C)(C)C)C1=CC=CC=C1)C)=O 2-[5-(tert-Butoxycarbonylamino)-2-methyl-6-oxo-3-phenyl-1-piperidinyl]acetic acid ethyl ester